COC=1C=C2C(C(COC2=CC1)=CC1=CC(=C(C=C1)O)OC)=O 6-methoxy-3-(4-hydroxy-3-methoxybenzylidene)chroman-4-one